tert-butyl ((E)-5-((2R,3S,4R,5R)-5-(4-amino-5-bromo-7H-pyrrolo[2,3-d]pyrimidin-7-yl)-3,4-dihydroxytetrahydrofuran-2-yl)pent-2-en-1-yl)(benzyl)carbamate NC=1C2=C(N=CN1)N(C=C2Br)[C@H]2[C@@H]([C@@H]([C@H](O2)CC/C=C/CN(C(OC(C)(C)C)=O)CC2=CC=CC=C2)O)O